racemic-(1S,2S)-2-[(cyclopropylamino)methyl]cyclohexanamine bishydrochloride salt Cl.Cl.C1(CC1)NC[C@H]1[C@H](CCCC1)N |r|